P(=O)(OC(C(O)C)=O)([O-])[O-] lactoyl phosphate